1-(thiophen-2-yl)propane S1C(=CC=C1)CCC